CN(CCN1N=CC(=C1)NC1=NC=CC(=N1)C1=CC=CC=2C=C(OC21)I)C N-(1-(2-(dimethylamino)ethyl)-1H-pyrazol-4-yl)-4-(2-iodobenzofuran-7-yl)pyrimidin-2-amine